N1(CCCC1)CCCCNC(=O)OC(C(=O)OCCCCC(CCCCC)CC)C(=O)OCCCCC(CCCC)CC 1-(5-Ethyldecyl) 3-(5-ethylnonyl) 2-(((4-(pyrrolidin-1-yl)butyl)carbamoyl)oxy)-malonate